2-diazo-5-hydroxy-3-oxopentanoate [N+](=[N-])=C(C(=O)[O-])C(CCO)=O